BrC1=CC(=NC(=C1)Cl)[C@H](CC(=O)OC)N[S@](=O)C(C)(C)C methyl (S)-3-(4-bromo-6-chloropyridin-2-yl)-3-(((R)-tert-butylsulfinyl)amino)propanoate